C(C)NC1=NC=C(C(=N1)N1CCCC1)C(=O)N(C1=CC(=CC=C1)OC(CCNC)C=1SC=CC1)C 2-(ethylamino)-N-methyl-N-(3-(3-(methylamino)-1-(thiophen-2-yl)propoxy)phenyl)-4-(pyrrolidin-1-yl)pyrimidine-5-carboxamide